(R)-2-methoxypropyl ((((2R,3S,4R,5S)-5-(4-aminopyrrolo[2,1-f][1,2,4]triazin-7-yl)-2-(fluoromethyl)-3,4-dihydroxytetrahydrofuran-2-yl)methoxy)(phenoxy)phosphoryl)-L-alaninate NC1=NC=NN2C1=CC=C2[C@H]2[C@@H]([C@@H]([C@@](O2)(CF)COP(=O)(OC2=CC=CC=C2)N[C@@H](C)C(=O)OC[C@@H](C)OC)O)O